BrC=1C(=NC(=NC1)Cl)NC=1C=NC2=CC=CN=C2C1P(C)(C)=O (3-((5-bromo-2-chloropyrimidin-4-yl)amino)-1,5-naphthyridin-4-yl)dimethylphosphine oxide